5-isopropyl-3-methyl-2-phenylpyrazinium C(C)(C)C=1N=C(C(=[NH+]C1)C1=CC=CC=C1)C